ClC1=CC=C(C=C1)C=1N=C2N(C=CC=C2)C1CN1C2CN(CC1CC2)C(=O)C2=C(C=CC=C2)OC (8-{[2-(4-Chlorophenyl)imidazo[1,2-a]pyridin-3-yl]methyl}-3,8-diazabicyclo[3.2.1]oct-3-yl)-(2-methoxyphenyl)methanon